P(=S)(O)(O)O.C(CCC)[Zn]CCCCCCCC butyl-octyl-zinc thiophosphate salt